CN1CCC(CC1)(O)C=1SC2=C(N1)C=C(C=C2)B2OC(C(O2)(C)C)(C)C 1-methyl-4-(5-(4,4,5,5-tetramethyl-1,3,2-dioxaborolan-2-yl)benzo[d]thiazol-2-yl)piperidin-4-ol